N[C@@H]1CN(CC1)C1=C(C=NC(=C1C1=CC(=CC(=C1)F)Cl)C(F)(F)F)C(=O)N[C@@H](C)C1CC1 4-[(3S)-3-aminopyrrolidin-1-yl]-5-(3-chloro-5-fluorophenyl)-N-[(1S)-1-cyclopropylethyl]-6-(trifluoromethyl)pyridine-3-carboxamide